2,3,6,7,10,11-hexaoxatriphenylene C=1OOC=C2C3=COOC=C3C3=COOC=C3C12